methyl [2-(6-chloropyrimidin-4-oxy) phenyl]-3,3-dimethoxyacrylate ClC1=CC(=NC=N1)OC1=C(C=CC=C1)C(C(=O)OC)=C(OC)OC